C(CCC)OOC(C)(C)C1=CC=CC=C1 Butylcumyl peroxide